3-(3,3-difluoropyrrolidin-1-yl)propan-1-amine FC1(CN(CC1)CCCN)F